OC(C)(C)C=1SC(=CN1)S(=O)(N)=NC(NC1=C2CCC(C2=CC=2CCCC12)C)=O 2-(2-Hydroxypropan-2-yl)-N'-((1-methyl-1,2,3,5,6,7-hexahydro-s-indacen-4-yl)carbamoyl)thiazole-5-sulfonimidamide